CO\C(\C(=O)O)=C/C1=CC=C(C2=C1SC=C2)OC(CC=2N=C(OC2C)C2=C(C(=C(C(=C2[2H])[2H])[2H])[2H])[2H])([2H])[2H] (Z)-2-methoxy-3-(4-(2-(5-methyl-2-(phenyl-d5)oxazol-4-yl)ethoxy-1,1-d2)benzo[b]thiophen-7-yl)acrylic acid